N1(CCC1)C/C=C/C(=O)N1CCN(CC1)C=1C=NC=CC1C1=CC(=C(CNC(=O)C2=NOC(=N2)C(C)(C)C)C=C1)C (E)-N-(4-(3-(4-(4-(azetidin-1-yl)but-2-enoyl)piperazin-1-yl)pyridin-4-yl)-2-methylbenzyl)-5-(tert-butyl)-1,2,4-oxadiazole-3-carboxamide